[3-[3-(7-azaspiro[3.5]nonan-2-yl)quinoxalin-6-yl]oxy-2-cyano-4-fluoro-phenyl]propane-2-sulfonamide C1C(CC12CCNCC2)C=2C=NC1=CC=C(C=C1N2)OC=2C(=C(C=CC2F)CC(C)S(=O)(=O)N)C#N